N-(2-methylpentane-3-yl)octane-1,8-diamine CC(C)C(CC)NCCCCCCCCN